tert-butyl (1R,4S,5S)-3-benzyl-4-[(1S)-1-hydroxyethyl]-1-methyl-3,8-diazabicyclo[3.2.1]octane-8-carboxylate C(C1=CC=CC=C1)N1C[C@]2(CC[C@@H]([C@H]1[C@H](C)O)N2C(=O)OC(C)(C)C)C